1-(2-butoxyethoxy)-ethanol C(CCC)OCCOC(C)O